2-[(5,6-diphenyl-1,2,4-triazin-3-yl)sulfanyl]-N-methyl-pentanamide C1(=CC=CC=C1)C=1N=C(N=NC1C1=CC=CC=C1)SC(C(=O)NC)CCC